4-(4-fluoro-3-(3-((isopropylamino)methyl)azetidine-1-carbonyl)benzyl)phthalazin-1(2H)-one FC1=C(C=C(CC2=NNC(C3=CC=CC=C23)=O)C=C1)C(=O)N1CC(C1)CNC(C)C